3-benzyl 8-(tert-butyl) (1S,2S,5R)-2-((S)-cyclopropyl(hydroxy)methyl)-3,8-diazabicyclo[3.2.1]octane-3,8-dicarboxylate C1(CC1)[C@@H]([C@@H]1[C@@H]2CC[C@H](CN1C(=O)OCC1=CC=CC=C1)N2C(=O)OC(C)(C)C)O